CC=1C2=C(SC1C(=O)N(C1CCN(CC1)C1=NC=CC=C1)CCC(=O)NC)C=CC(=C2)C2=CC=NN2C 3-methyl-5-(1-methyl-1H-pyrazol-5-yl)-N-(3-(methylamino)-3-oxopropyl)-N-(1-(pyridine-2-yl)piperidin-4-yl)benzo[b]thiophene-2-carboxamide